C(C)(C)(C)OC(=O)N[C@H](C(=O)N1[C@@H]([C@H]2C([C@H]2C1)(C)C)C(=O)O)CCC (1R,2S,5S)-3-[(2S)-2-(tert-butoxycarbonylamino)pentanoyl]-6,6-dimethyl-3-azabicyclo[3.1.0]hexane-2-carboxylic acid